[I-].C(C)(C)(C)OC(=O)N1CC[N+](CC1)(C)CCCOC=1C=C2C(=CC=NC2=CC1)C(NCC(=O)N1[C@@H](CCC1)C(C(=O)NCC1=CC(=C(C=C1)OC)OC)=O)=O (S)-4-(tert-butoxycarbonyl)-1-(3-((4-((2-(2-(2-((3,4-dimethoxybenzyl)amino)-2-oxoacetyl)pyrrolidin-1-yl)-2-oxoethyl)carbamoyl)quinolin-6-yl)oxy)propyl)-1-methylpiperazin-1-ium iodide